C[Si]1(CCCC(CCC1)NC(=O)C1=CC=2C(=NC(=C(C2F)F)C)N1)C N-(1,1-dimethylsilocan-5-yl)-4,5-difluoro-6-methyl-1H-pyrrolo[2,3-b]pyridine-2-carboxamide